3-cyclopropyl-2-oxo-2,3-dihydro-1H-benzo[d]imidazol C1(CC1)N1C(NC2=C1C=CC=C2)=O